OC1=CC=C(C=C1)C(C1=CC=C(C=C1)Cl)C1=CC=C(C=C1)O Bis-(4-hydroxyphenyl)-(4-chlorophenyl)-methan